ethyl 4-amino-2-[(2S,6R)-2-[1-(difluoromethyl)pyrazol-4-yl]-6-methylmorpholin-4-yl]-6-[3-(trifluoromethyl)-1-bicyclo[1.1.1]pentanyl]pyrimidine-5-carboxylate NC1=NC(=NC(=C1C(=O)OCC)C12CC(C1)(C2)C(F)(F)F)N2C[C@@H](O[C@@H](C2)C)C=2C=NN(C2)C(F)F